1-(4-(4-((2-fluoro-4-(pyridin-2-ylmethoxy)phenyl)amino)-7H-pyrrolo[2,3-d]pyrimidin-5-yl)piperidin-1-yl)prop-2-en-1-one FC1=C(C=CC(=C1)OCC1=NC=CC=C1)NC=1C2=C(N=CN1)NC=C2C2CCN(CC2)C(C=C)=O